Trans-piperidine N1CCCCC1